C1(CC2C(CC1)O2)C(=O)OCC2CCC(CC2)CO 1,4-cyclohexanedimethanol (3,4-epoxycyclohexanecarboxylate)